FC=1C=CC=C2C(N(C(=NC12)N1CCN(CC1)C1=CC(=CC=C1)C)C1=CC(=CC=C1)C(F)(F)F)CC(=O)OC Methyl {8-fluoro-2-[4-(3-methylphenyl)-1-piperazinyl]-3-[3-(trifluoromethyl)phenyl]-3,4-dihydro-4-quinazolinyl}acetate